(S)-1-phenylpyrrolidin-3-amine C1(=CC=CC=C1)N1C[C@H](CC1)N